3-(8-chloro-[1,2,4]triazolo[4,3-a]pyrazin-3-yl)cyclohexanamine ClC=1C=2N(C=CN1)C(=NN2)C2CC(CCC2)N